NC1=NC(=C(C=C1C=1C=C2CCNC(C2=CC1F)=O)C1=CC=C(C=C1)OC1CCNCC1)F 6-(2-amino-6-fluoro-5-(4-(piperidin-4-yloxy)phenyl)pyridin-3-yl)-7-fluoro-3,4-dihydroisoquinolin-1(2H)-one